N-(6-(4-(2-amino-2-oxoethyl)-4-methylpiperidin-1-yl)-2,2-dimethyl-2,3-dihydrobenzofuran-5-yl)pyrazolo[1,5-a]pyrimidine-3-carboxamide NC(CC1(CCN(CC1)C1=CC2=C(CC(O2)(C)C)C=C1NC(=O)C=1C=NN2C1N=CC=C2)C)=O